N-[4-(bromomethyl)-3-fluoro-2-pyridinyl]-N-t-butoxycarbonyl-carbamic acid tert-butyl ester C(C)(C)(C)OC(N(C(=O)OC(C)(C)C)C1=NC=CC(=C1F)CBr)=O